FC(C(=O)[O-])(F)F.C(C1=CC=CC=C1)OC(=O)NCC[N+]1(CCC(CC1)C(=O)OCC1=CC=CC=C1)CC(=O)OC(C)(C)C benzyl 1-[2-(benzyloxycarbonylamino)ethyl]-1-(2-tert-butoxy-2-oxo-ethyl)piperidin-1-ium-4-carboxylate trifluoroacetate